2-(7-chloroquinolin-6-yl)acetic acid ClC1=C(C=C2C=CC=NC2=C1)CC(=O)O